ClC=1C=C(C=CC1)P(C1=CC(=CC=C1)Cl)C1=CC(=CC=C1)Cl tris(m-chlorophenyl)-phosphine